(S)-N-((S)-(3-chloro-4-fluorophenyl)((trans)-4-(trifluoromethyl)cyclohexyl)methyl)-2-oxooxazolidine-5-carboxamide ClC=1C=C(C=CC1F)[C@@H](NC(=O)[C@@H]1CNC(O1)=O)[C@@H]1CC[C@H](CC1)C(F)(F)F